C(C1=CC=CC=C1)(=O)ON=C(C(=O)C1=CC=C(C=C1)SC1=CC=CC=C1)C(C)C1CCCC1 3-cyclopentyl-1-[4-(phenylthio)phenyl]-1,2-butanedione-2-(O-benzoyloxime)